5-ethoxy-1-trityl-1H-indazol-3-amine C(C)OC=1C=C2C(=NN(C2=CC1)C(C1=CC=CC=C1)(C1=CC=CC=C1)C1=CC=CC=C1)N